N-(4-(4-aminothieno[2,3-d]pyrimidin-5-yl)phenyl)-N-(2-fluoro-5-(trifluoromethyl)phenyl)urea NC=1C2=C(N=CN1)SC=C2C2=CC=C(C=C2)N(C(=O)N)C2=C(C=CC(=C2)C(F)(F)F)F